N1N=CC(=C1)NC=1C=C(CNCCCCOCCOC2=C3C=NNC3=CC(=C2)C=2C=C(N=NC2)N)C=C(C1)OC(F)(F)F 5-(4-(2-(4-((3-((1H-pyrazol-4-yl)amino)-5-(trifluoromethoxy)benzyl)amino)butoxy)ethoxy)-1H-indazol-6-yl)pyridazin-3-amine